2,N-dicyclohexyl-2-[2-(2,3-dimethoxy-phenyl)-benzoimidazol-1-yl]-acetamide C1(CCCCC1)C(C(=O)NC1CCCCC1)N1C(=NC2=C1C=CC=C2)C2=C(C(=CC=C2)OC)OC